F[B-](F)(F)F.C1(=CC=CC=C1)C1OC(=CC(=C1)C1=CC=CC=C1)C1=CC=CC=C1 2,4,6-triphenyl-pyran tetrafluoroborate